CC1C(C1)(C(=O)OC1(CC1)C(F)(F)C1=C(C(=CC=C1)[C@@H](C)N)F)OCC1=CC=CC=C1 (R)-1-((3-(1-aminoethyl)-2-fluorophenyl)difluoromethyl)cyclopropan-1-ol Methyl-1-(benzyloxy)cyclopropane-1-carboxylate